monomethyl maleate (maleate) C(\C=C/C(=O)O)(=O)O.C(\C=C/C(=O)O)(=O)OC